ClC=1N=C(C2=C(N1)CCCS2)NC2(CCC2)CO (S)-2-chloro-4-((1-(hydroxymethyl)cyclobutyl)amino)-7,8-dihydro-6H-thiopyrano[3,2-d]Pyrimidine